(3-(3-(4-fluorobenzyl)-4-oxo-3,4-dihydro-phthalazin-1-yl)phenyl)ethylsulphonamide FC1=CC=C(CN2N=C(C3=CC=CC=C3C2=O)C=2C=C(C=CC2)CCS(=O)(=O)N)C=C1